N-(3-(1H-imidazol-1-yl)propyl)-7-isobutyl-5-phenylpyrazolo[1,5-a]pyrimidine-2-carboxamide N1(C=NC=C1)CCCNC(=O)C1=NN2C(N=C(C=C2CC(C)C)C2=CC=CC=C2)=C1